butan-1,3-diol C(CC(C)O)O